COCCC (2S)-1-methoxypropan